6-[(4-fluoro-6-methyl-pyridine-2-carbonyl)amino]-1,3-benzothiazole-5-carboxylic acid methyl ester COC(=O)C=1C(=CC2=C(N=CS2)C1)NC(=O)C1=NC(=CC(=C1)F)C